6-hydroxy-1,4-diazacycloheptane-1-carboxylic acid tert-butyl ester C(C)(C)(C)OC(=O)N1CCNCC(C1)O